1,2-bis(dimethylaminoethoxy)ethane CN(C)CCOCCOCCN(C)C